tert-butyl (R)-2-((2-((S)-2,6-dioxopiperidin-3-yl)-1,3-dioxoisoindolin-4-yl)oxy)propanoate O=C1NC(CC[C@@H]1N1C(C2=CC=CC(=C2C1=O)O[C@@H](C(=O)OC(C)(C)C)C)=O)=O